Ethyl (S)-2-amino-2-(2-nitrophenyl)butanoate N[C@@](C(=O)OCC)(CC)C1=C(C=CC=C1)[N+](=O)[O-]